CN1C=2C=CC(=NC2C(=C(C1=O)C#N)N1C[C@H](N(CC1)CC1=NC(=CC=C1)C(F)(F)F)C)C#N 5-methyl-8-[(3R)-3-methyl-4-{[6-(trifluoromethyl)pyridin-2-yl]methyl}piperazin-1-yl]-6-oxo-5,6-dihydro-1,5-naphthyridine-2,7-dicarbonitrile